COC=1C=C(C=CC1OC)C(C#C)(O)C1=CC(=C(C=C1)OC)OC 1,1-bis(3,4-dimethoxyphenyl)prop-2-yn-1-ol